rac-N-(((2S,3R)-2-(4-methoxyphenyl)-1-methylpyrrolidin-3-yl)methyl)-4-(trifluoromethoxy)benzenesulfonamide COC1=CC=C(C=C1)[C@H]1N(CC[C@@H]1CNS(=O)(=O)C1=CC=C(C=C1)OC(F)(F)F)C |r|